trans-1-Butyl-2-methylcyclopropane C(CCC)[C@H]1[C@@H](C1)C